FCC=1C=C(CC#N)C=C(C1CF)CF 3,4,5-trifluoromethylbenzyl cyanide